N-[(1'S,8S)-spiro[2,6,10-trioxa-18-azatricyclo[11.3.1.14,7]octadeca-1(17),4,7(18),13,15-pentaene-8,3'-cyclopentane]-1'-yl]methanesulfonamide [C@H]1(C[C@]2(CC1)C=1OC=C(COC=3C=CC=C(CCOC2)C3)N1)NS(=O)(=O)C